6-methoxy-N-(4-piperidyl)pyridin-3-amine hydrochloride Cl.COC1=CC=C(C=N1)NC1CCNCC1